C(C)OC(CCCCCCCCCCCCCCCCC)=O.C(CCCCCCCCCCCCCCCCC)(=O)[NH-] stearoylamide ethyl-stearate